ClC1=C(C=C(N=N1)C(C#N)C1=C(C=CC=C1Cl)Cl)N1CCOCC1 2-(6-chloro-5-morpholinylpyridazin-3-yl)-2-(2,6-dichlorophenyl)acetonitrile